(S)-N-(4-(4-amino-1-methyl-7-(1-(tetrahydro-2H-pyran-4-yl)-1H-pyrazol-4-yl)-1H-pyrazolo[4,3-c]pyridin-3-yl)-2-(1-(4-methoxyphenyl)ethoxy)phenyl)-1,1-difluoromethane-sulfonamide NC1=NC=C(C2=C1C(=NN2C)C2=CC(=C(C=C2)NS(=O)(=O)C(F)F)O[C@@H](C)C2=CC=C(C=C2)OC)C=2C=NN(C2)C2CCOCC2